ClC1=C(C=CC(=C1)Cl)NC(CN1C=2N(C(C(=C1CC)N1CCNCC1)=O)N=C(N2)C=2CCOCC2)=O N-(2,4-dichlorophenyl)-2-(2-(3,6-dihydro-2H-pyran-4-yl)-5-ethyl-7-oxo-6-(piperazin-1-yl)-[1,2,4]triazolo[1,5-a]pyrimidin-4(7H)-yl)acetamide